FC(C(=O)O)(F)F.C(C)(C)N1[C@@H](CCC1)C(=O)NC1=CC(=C(C=C1)C)C(N[C@H](C)C1=CC=CC2=CC=CC=C12)=O (S)-1-isopropyl-N-(4-methyl-3-(((R)-1-(naphthalen-1-yl)ethyl)carbamoyl)phenyl)pyrrolidine-2-carboxamide 2,2,2-trifluoroacetate